N-(3-fluoro-4-((6S,8R)-8-methyl-7-(2,2,2-trifluoroethyl)-6,7,8,9-tetrahydro-3H-imidazo[4,5-f]isoquinolin-6-yl)phenyl)-1-(3-fluoropropyl)azetidin-3-amine FC=1C=C(C=CC1[C@H]1N([C@@H](CC2=C3C(=CC=C12)NC=N3)C)CC(F)(F)F)NC3CN(C3)CCCF